dithio-di-n-butyl xanthate O1C(=S)SCCCCSSCCCC1